(S)-5-chloro-N-(2,4-difluoro-3-(2-((1-hydroxypropan-2-yl)amino)quinazolin-6-yl)phenyl)-2-methoxypyridine-3-sulfonamide ClC=1C=C(C(=NC1)OC)S(=O)(=O)NC1=C(C(=C(C=C1)F)C=1C=C2C=NC(=NC2=CC1)N[C@H](CO)C)F